CC1(OB(OC1(C)C)C1=C(C(=C(C(=C1)F)F)OCOC)F)C 4,4,5,5-Tetramethyl-2-(2,4,5-trifluoro-3-(methoxymethoxy)phenyl)-1,3,2-dioxaborolane